4-bromo-7-ethoxy-2-methyl-2H-indazole BrC=1C2=CN(N=C2C(=CC1)OCC)C